ClCCC(CCCCC(=O)[O-])=O 8-chloro-6-oxo-octanoate